NC1=NC=CC=C1C1=NC=2C(=NC(=CC2)C2=CC=CC=C2)N1C1=CC=C(CNC2CCC(CC2)C(=O)OC)C=C1 methyl (1r,4r)-4-((4-(2-(2-aminopyridin-3-yl)-5-phenyl-3H-imidazo[4,5-b]pyridin-3-yl)benzyl)amino)cyclohexane-1-carboxylate